C1N(CCC2=CC=CC=C12)CC(CNC(=O)C1=CC=C2CCN(CC2=C1)C(C1=CC=C(C=C1)N(C)C)=O)O N-(3-(3,4-dihydroisoquinoline-2(1H)-yl)-2-hydroxypropyl)-2-(4-(dimethylamino)benzoyl)-1,2,3,4-tetrahydroisoquinoline-7-carboxamide